CC1=C[C@H]([C@@H]([C@H](C1)C2=C(C=C(C=C2)O)O)C(=O)C3=C(C=C(C=C3)O)O)C4=C(C=C(C(=C4)C=O)O)O The molecule is a member of the class of polyphenols consisting of a methylcyclohexene ring attached to a 2,4-dihydroxyphenyl, 2,4-dihydroxybenzoyl and 2,4-dihydroxybenzaldehyde moieties at positions 5'', 4'' and 3'' respectively. Regarded biogenetically as a Diels-Alder adduct, it is isolated from the stem barks of Morus macroura and exhibits antioxidant activity. It has a role as an antioxidant and a plant metabolite. It is a polyphenol, an aromatic ketone and a dihydroxybenzaldehyde.